BrCC1(CC1)S(=O)(=O)C(C)(C)C1N(C(OC1)(C)C)C(=O)OC(C)(C)C tert-Butyl 4-(2-((1-(bromomethyl)cyclopropyl)sulfonyl)propan-2-yl)-2,2-dimethyloxazolidine-3-carboxylate